OCCOC1=CC=C(C=C1)C(C)(CCCCCC)C1=CC=C(C=C1)OCCO 2,2-bis[4-(2-hydroxyethoxy)phenyl]octane